N1CCC(CC1)=O 4-piperidone